(7-(2-(5-chloro-1H-indol-3-yl)ethoxy)thiazolo[5,4-d]pyrimidin-5-yl)pyridin-2(1H)-one ClC=1C=C2C(=CNC2=CC1)CCOC=1C2=C(N=C(N1)N1C(C=CC=C1)=O)SC=N2